[N+](=O)([O-])C1=CC=C(C=C1)CCCO p-nitro-3-phenylpropanol